6-((2-((3aS,4S,6aR)-4-Aminohexahydrocyclopenta[c]pyrrol-2(1H)-yl)-1H-benzo[d]imidazol-1-yl)methyl)nicotinonitril-hydrochlorid Cl.N[C@H]1CC[C@H]2CN(C[C@H]21)C2=NC1=C(N2CC2=NC=C(C#N)C=C2)C=CC=C1